Cl.ClC1=C(C=C(OCC[C@@H](N)B2OC(C(O2)(C)C)(C)C)C=C1)F (S)-3-(4-chloro-3-fluorophenoxy)-1-(4,4,5,5-tetramethyl-1,3,2-dioxaborolan-2-yl)propan-1-amine hydrochloride